2-amino-3-(6-((2-aminoethyl)amino)pyridin-3-yl)propanoic acid NC(C(=O)O)CC=1C=NC(=CC1)NCCN